6-(imidazo[1,2-a]pyridine-3-carbonyl)-N-(3-isopropyl-1-methyl-1H-pyrazol-5-yl)-4,5,6,7-tetrahydrothieno[2,3-c]pyridine-3-carboxamide N=1C=C(N2C1C=CC=C2)C(=O)N2CC1=C(CC2)C(=CS1)C(=O)NC1=CC(=NN1C)C(C)C